N-benzyl-7-(3,4-dichlorobenzoyl)-2-(2-fluoro-4-methoxy-phenyl)-3-oxo-6,8-dihydro-5H-imidazo[1,5-a]pyrazine-1-carboxamide C(C1=CC=CC=C1)NC(=O)C=1N(C(N2C1CN(CC2)C(C2=CC(=C(C=C2)Cl)Cl)=O)=O)C2=C(C=C(C=C2)OC)F